FC1=C(C(=CC=C1)F)C1=CC=C(C=C1)S(=O)(=O)Cl 2',6'-difluoro-[1,1'-biphenyl]-4-sulfonyl chloride